COC(=O)N1CCN(CC1)C=1C=C2CCN(C(C2=CC1)=O)C[C@@H](CN1CC2=CC=CC=C2CC1)O Methyl-4-[2-[(2R)-3-(3,4-dihydro-1H-isochinolin-2-yl)-2-hydroxy-propyl]-1-oxo-3,4-dihydroisochinolin-6-yl]piperazin-1-carboxylat